ClC1=C(C=CC(=C1)C(F)(F)F)NC(=O)C1(CCC1)N1N=CC(=C1)C1CCN(CC1)C1CC2(C1)CCN(CC2)C(=O)OC(C)(C)C tert-butyl 2-(4-(1-(1-((2-chloro-4-(trifluoromethyl)phenyl)carbamoyl) cyclobutyl)-1H-pyrazol-4-yl)piperidin-1-yl)-7-azaspiro[3.5]nonane-7-carboxylate